CCCCCC(CC1=CC=CC=C1)C#CCC2=CC=CC=C2 Dibenzyloctyne